((4S,5S)-5-(2-methylphenyl)-2-phenyl-1,3-dioxolan-4-yl)methyl sulfamate S(N)(OC[C@@H]1OC(O[C@H]1C1=C(C=CC=C1)C)C1=CC=CC=C1)(=O)=O